(3-(3-amino-2,4-difluorobenzoyl)-5-bromo-1H-pyrrolo[2,3-b]pyridin-1-yl)(2,6-dichlorophenyl)methanone NC=1C(=C(C(=O)C2=CN(C3=NC=C(C=C32)Br)C(=O)C3=C(C=CC=C3Cl)Cl)C=CC1F)F